(1r,5s,6s)-N-[6-(2-chloro-5-fluoro-phenyl)pyridazin-3-yl]-3-(3,3-dimethylbutyl)-3-azabicyclo[3.1.0]hexane-6-amine ClC1=C(C=C(C=C1)F)C1=CC=C(N=N1)NC1[C@@H]2CN(C[C@H]12)CCC(C)(C)C